O1N=C(C2=C1C=CC=C2)C2=C(C=CC=C2)C(C(C)N)C2=NC=CC=C2 1-[2-(Benzo[d]isoxazol-3-yl)phenyl]-1-(pyridin-2-yl)propan-2-amine